2-(3,4-dichlorophenyl)benzo[d][1,2]selenazol-3(2H)-one ClC=1C=C(C=CC1Cl)N1[Se]C2=C(C1=O)C=CC=C2